FC=1C=C(C=C(C1)C(F)(F)F)C1=C(C(=O)N)C=CC=C1 (3-fluoro-5-(trifluoromethyl)phenyl)benzamide